CON(C(=O)C1CCOCC1)C N-methoxy-N-methyltetrahydro-2H-pyran-4-carboxamide